F[C@H]1C[C@H](N(C1)C(CN1C[C@@H](CC1)NC=1C=C2C=CC=NC2=C(C1)C(F)(F)F)=O)C#N (2S,4S)-4-fluoro-1-[2-[(3R)-3-[[8-(trifluoromethyl)-6-quinolinyl]amino]pyrrolidin-1-yl]acetyl]pyrrolidine-2-carbonitrile